C(C)(C)(C)C=1SC2=C(N1)C(CC1(CCN(CC1)C(=O)C=1C=C3C(=NN(C3=C(C1)OC(C)([2H])[2H])C([2H])([2H])[2H])C([2H])([2H])[2H])C2)=O 2-tert-butyl-1'-{7-[(1,1-dideuterio)ethyloxy]-1,3-bis[(trideuterio)methyl]-1H-indazole-5-carbonyl}-5H-spiro[[1,3]benzothiazole-6,4'-piperidin]-4(7H)-one